C(C)OC(=O)C=1N(C2=CC(=C(C=C2C1)F)Br)C1CCC1 6-Bromo-1-cyclobutyl-5-fluoro-1H-indole-2-carboxylic acid ethyl ester